CS(=O)(=O)C=1C=C(C=CC1)C1=NNC(=C1)C(=O)N (3-(methylsulfonyl)phenyl)-pyrazole-5-carboxamide